C1(CCCCC1)P([C-]1C=CC=C1)C1CCCCC1.[C-]1(C=CC=C1)P(C1CCCCC1)C1CCCCC1.[Fe+2] 1,1'-bis(dicyclohexylphosphino)ferrocene